3,3,8-trimethyl-3,4-dihydropyrido[3,4-b]pyrazin-2(1H)-one CC1(C(NC2=C(N1)C=NC=C2C)=O)C